tert-Butyl (R)-3-(methyl((R)-1-methylpyrrolidin-3-yl)amino)pyrrolidine-1-carboxylate CN([C@H]1CN(CC1)C(=O)OC(C)(C)C)[C@H]1CN(CC1)C